FC(C1=NC(=CC(=C1)/C(=C/CO[Fe](OC\C=C(/C(C)=O)\C1=CC(=NC(=C1)C(F)(F)F)C(F)(F)F)OC\C=C(/C(C)=O)\C1=CC(=NC(=C1)C(F)(F)F)C(F)(F)F)/C(C)=O)C(F)(F)F)(F)F tris(((Z)-3-(2,6-bis(trifluoromethyl)pyridin-4-yl)-4-oxopent-2-en-1-yl)oxy)iron